2-(tert-butyl)-N-(5-(2-((1-methyl-1H-pyrazol-4-yl)amino)pyrimidin-4-yl)-2,3-dihydro-1H-inden-1-yl)thiazole-5-carboxamide C(C)(C)(C)C=1SC(=CN1)C(=O)NC1CCC2=CC(=CC=C12)C1=NC(=NC=C1)NC=1C=NN(C1)C